CC=1N=C2N(C=C(C=C2)B2OC(C(O2)(C)C)(C)C)C1 2-methyl-6-(4,4,5,5-tetramethyl-1,3,2-dioxaborolan-2-yl)imidazo[1,2-a]pyridine